2-((1-(6-chloro-3-methyl-4-oxo-2-(4-(2,2,2-trifluoroethyl)piperazin-1-yl)-3,4-dihydroquinazolin-8-yl)ethyl)amino)benzoic acid ClC=1C=C2C(N(C(=NC2=C(C1)C(C)NC1=C(C(=O)O)C=CC=C1)N1CCN(CC1)CC(F)(F)F)C)=O